COC1=CC=C(C=C1)CCO 2-(4-methoxyphenyl)ethanol